OC=1C(=CC=C(C1)C=O)C=O 5-hydroxyl-1,4-benzenedicarboxaldehyde